(3R,4R)-1-(3,4-dimethyl-2-(p-tolyl)-2H-pyrazolo[3,4-d]pyridazin-7-yl)-N-(3-(dimethylamino)propyl)-3-methylpiperidine-4-carboxamide CC=1N(N=C2C(=NN=C(C21)C)N2C[C@@H]([C@@H](CC2)C(=O)NCCCN(C)C)C)C2=CC=C(C=C2)C